FC1=CC(=C(C=C1)O)[C@@H]1N(CCC1)C=1C=CC=2N(N1)C(=CN2)C2=NC=CC(=N2)CCO (R)-4-fluoro-2-(1-(3-(4-(2-hydroxyethyl)pyrimidin-2-yl)imidazo[1,2-b]pyridazin-6-yl)pyrrolidin-2-yl)phenol